rel-2-[(2R,5S)-2-[4-[(4aR,8aS)-1-methyl-2,3,4,4a,5,7,8,8a-octahydro-1,6-naphthyridin-6-yl]phenyl]-5-methyl-1-piperidyl]-N-(6-amino-5-ethyl-3-pyridyl)-2-oxo-acetamide CN1CCC[C@@H]2CN(CC[C@H]12)C1=CC=C(C=C1)[C@@H]1N(C[C@H](CC1)C)C(C(=O)NC=1C=NC(=C(C1)CC)N)=O |o1:5,10,17,20|